3-methyl-1-((2-(trimethylsilyl)ethoxy)methyl)-1H-pyrazole CC1=NN(C=C1)COCC[Si](C)(C)C